ClC1(C(C=CC(=C1)Cl)N)N 2,4-dichloro-1,2-diaminobenzene